FC=1C=C(C=CC1F)N(C(=O)C=1C=C(C2=C(N(C=N2)C2=CC=C(C=C2)NC(OC(C)(C)C)=O)C1)C)C tert-butyl N-[4-[6-[(3,4-difluorophenyl)-methyl-carbamoyl]-4-methyl-benzimidazol-1-yl]phenyl]carbamate